4-amino-6-(4-amino-3-fluorophenoxy)pyrimidine-5-carbonitrile NC1=NC=NC(=C1C#N)OC1=CC(=C(C=C1)N)F